CC=1C(=NON1)C(=O)N[C@H](C(NC1=NC=CC(=C1)[C@@H](CC)N1C(N[C@@H](C1)C(F)(F)F)=O)=O)C1CCC(CC1)C 4-methyl-N-((S)-1-((1r,4S)-4-methylcyclohexyl)-2-oxo-2-((4-((R)-1-((S)-2-oxo-4-(trifluoromethyl)imidazolidin-1-yl)propyl)pyridin-2-yl)amino)ethyl)-1,2,5-oxadiazole-3-carboxamide